3-(2-chloropyridin-4-yl)-2,5-dihydro-1H-pyrrole-1-carboxylic acid tert-butyl ester C(C)(C)(C)OC(=O)N1CC(=CC1)C1=CC(=NC=C1)Cl